C(C)S(=O)(=O)C=1C(=NC(=CC1)F)C1=NC=2C(=NC=C(C2)C(C(F)(F)F)(F)F)N1C 2-(3-Ethylsulfonyl-6-fluoro-2-pyridyl)-3-methyl-6-(1,1,2,2,2-pentafluoroethyl)-imidazo[4,5-b]pyridin